3-(4-((6-(4-(4-((R)-3-(4-amino-3-(4-phenoxyphenyl)-1H-pyrazolo[3,4-d]pyrimidin-1-yl)piperidin-1-yl)-4-oxobutyl)piperazin-1-yl)hexyl)amino)-1-oxoisoindoline-2-yl)piperidine NC1=C2C(=NC=N1)N(N=C2C2=CC=C(C=C2)OC2=CC=CC=C2)[C@H]2CN(CCC2)C(CCCN2CCN(CC2)CCCCCCNC2=C1CN(C(C1=CC=C2)=O)C2CNCCC2)=O